4-(1H-pyrazol-1-ylmethyl)-5-cyclopropyloxy-2-fluorobenzonitrile N1(N=CC=C1)CC1=CC(=C(C#N)C=C1OC1CC1)F